O[C@]1(CC[C@@]2([C@H]3CC[C@@]4([C@H](CC[C@H]4[C@@H]3CC=C2C1)[C@@H](CCC(=O)N(C)C)C)C)C)C (R)-4-((3S,8S,9S,10R,13R,14S,17R)-3-hydroxy-3,10,13-trimethyl-2,3,4,7,8,9,10,11,12,13,14,15,16,17-tetradecahydro-1H-cyclopenta[a]phenanthren-17-yl)-N,N-dimethylpentanamide